(Z)-2-(N-((4-amino-2-methylpyrimidin-5-yl)methyl)formamido)-5-fluoropent-2-ene NC1=NC(=NC=C1CN(C=O)\C(\C)=C/CCF)C